2-((trifluoromethyl)thio)benzo[d]isothiazol-3(2H)-one 1,1-dioxide FC(SN1S(C2=C(C1=O)C=CC=C2)(=O)=O)(F)F